6-(2-chloro-5-fluoropyrimidin-4-yl)-N,N-dimethylbenzo[d]thiazol-2-amine ClC1=NC=C(C(=N1)C1=CC2=C(N=C(S2)N(C)C)C=C1)F